cis-3-(2-methylpyridin-4-yl)-1-propylcyclopentane-1-carboxylic acid CC1=NC=CC(=C1)[C@@H]1C[C@@](CC1)(C(=O)O)CCC